COC(CC1=NC=CC=C1)=O pyridine-2-acetic acid methyl ester